N-(2-bromo-6-chlorophenyl)-4-methoxy-2-((4-(4-methyl-1,4-diazepan-1-yl)phenyl)amino)pyrimidine-5-carboxamide BrC1=C(C(=CC=C1)Cl)NC(=O)C=1C(=NC(=NC1)NC1=CC=C(C=C1)N1CCN(CCC1)C)OC